2-(3-Fluoro-2-(2-oxa-6-azaspiro[3.3]heptan-6-yl)pyridin-4-yl)-2-oxoethyl (3S,8aR)-7-(3-chloro-2-fluoro-6-(1H-tetrazol-1-yl)phenyl)-5-oxo-1,2,3,5,8,8a-hexahydroindolizine-3-carboxylate ClC=1C(=C(C(=CC1)N1N=NN=C1)C1=CC(N2[C@@H](CC[C@@H]2C1)C(=O)OCC(=O)C1=C(C(=NC=C1)N1CC2(COC2)C1)F)=O)F